sodium N-methyl-N-(4-chlorophenyl)-4-aminobutyrate CN(CCCC(=O)[O-])C1=CC=C(C=C1)Cl.[Na+]